C(CCC)S(=O)(=O)NCCCCCCCCCCCCCCCC(=O)OC Methyl 16-(butylsulfonamido)hexadecanoate